ClC1=C(C=CC(=C1)F)C(=O)C=1C(=C2C=C(NC2=CC1Br)C)Br (2-chloro-4-fluorophenyl)(4,6-dibromo-2-methylindol-5-yl)methanone